2-tri-n-butylstannyl-6-octylthienothiophene C(CCC)[Sn](C1=CC2=C(C(=CS2)CCCCCCCC)S1)(CCCC)CCCC